4-[(3R)-3-dimethylaminopyrrolidin-1-yl]-6-methoxy-N-{5-methyl-4-(1-methylindol-3-yl)pyrimidin-2-yl}benzene-1,3-diamine CN([C@H]1CN(CC1)C1=C(C=C(C(=C1)OC)NC1=NC=C(C(=N1)C1=CN(C2=CC=CC=C12)C)C)N)C